3-chloro-4-[5-[(2-fluoro-6-nitrophenyl)amino]-1,3-dimethyl-1H-pyrazol-4-yl]benzonitrile ClC=1C=C(C#N)C=CC1C=1C(=NN(C1NC1=C(C=CC=C1[N+](=O)[O-])F)C)C